8-((2s,5r)-4-(4-(difluoromethoxy)-2-fluorobenzyl)-2,5-dimethylpiperazin-1-yl)-5-methyl-6-oxo-5,6-dihydro-1,5-naphthyridine-2-carbonitrile FC(OC1=CC(=C(CN2C[C@@H](N(C[C@H]2C)C2=CC(N(C=3C=CC(=NC23)C#N)C)=O)C)C=C1)F)F